C(C)(C)(C)NC1=CC(=C2C(=N1)C=C(S2)C2=NC(=CC=C2)C)NCCCO 3-((5-(tert-butylamino)-2-(6-methylpyridin-2-yl)thieno[3,2-b]pyridin-7-yl)amino)-1-propanol